(2R,3S,4R,5R)-5-cyano-4-hydroxy-5-(4-((S)-2-methylbutanamido)pyrrolo[2,1-f][1,2,4]triazin-7-yl)-2-((2-phenylacetoxy)methyl)tetrahydrofuran-3-yl (R)-2-amino-3,3-dimethylbutanoate N[C@@H](C(=O)O[C@@H]1[C@H](O[C@]([C@@H]1O)(C1=CC=C2C(=NC=NN21)NC([C@H](CC)C)=O)C#N)COC(CC2=CC=CC=C2)=O)C(C)(C)C